erbium hydride [H-].[Er+3].[H-].[H-]